tert-Butyl 3-(1-methoxycyclopropyl)pyrrolidine-1-carboxylate COC1(CC1)C1CN(CC1)C(=O)OC(C)(C)C